N[C@@H](COCC=1N=C2N(C=C(C=C2)N)C1)C [(2R)-2-aminopropoxy]methylimidazo[1,2-a]pyridin-6-amine